C(C)(C)[C@]1(O)[C@H](O)[C@@H](O)[C@H](O)[C@H](O1)CO isopropyl-beta-D-glucopyranose